4-methoxybenzylsulfon COC1=CC=C(CS(=O)(=O)CC2=CC=C(C=C2)OC)C=C1